CN(C)C(COC)(N(C)C)N(C)C tris(dimethylamino)ethoxymethane